1,3-dibromotetramethyldisiloxane Br[Si](O[Si](Br)(C)C)(C)C